4-{[3-(7-{[(3S,4R)-3-fluoropiperidin-4-yl]amino}-3-[(trifluoromethyl)sulfanyl]pyrazolo[1,5-a]pyridin-2-yl)prop-2-yn-1-yl]amino}-3-methoxy-N-methylbenzamide F[C@H]1CNCC[C@H]1NC1=CC=CC=2N1N=C(C2SC(F)(F)F)C#CCNC2=C(C=C(C(=O)NC)C=C2)OC